COC(CCCC[C@@H](C#C)O[Si](C)(C)C(C)(C)C)=O.O=C(C(C)C=1C=C(C=NC1)C=1N=CC(=NC1)NC(C=CC)=O)NC=1SC(=CN1)C(F)(F)F N-(5-(5-(1-oxo-1-((5-(trifluoromethyl)thiazol-2-yl)amino)prop-2-yl)pyridin-3-yl)pyrazin-2-yl)but-2-enamide methyl-(6S)-6-[tert-butyl(dimethyl)silyl]oxyoct-7-ynoate